N[C@@H](CC(C)C)C(=O)O L-leucin